ClC=1C=C2C(=CN(C2=CC1)C)S(=O)(=O)C1=CC(=C(C=C1)C)N1CCNCC1 5-chloro-1-methyl-3-((4-methyl-3-(piperazin-1-yl)phenyl)sulfonyl)-1H-indole